N-[(1H-indazol-7-yl)methyl]-3-(4-chlorophenyl)acrylamide N1N=CC2=CC=CC(=C12)CNC(C=CC1=CC=C(C=C1)Cl)=O